1-chloromethyl-5-hydroxy-1,2-dihydro-3H-phenylindole ClCC1(CCCC(=C1)O)C=1NC2=CC=CC=C2C1